2-methacrylamidoethyl 4-((4-amino-2-(tetrahydrofuran-3-yl)-1H-imidazo[4,5-c]quinolin-1-yl)methyl)benzylcarbamate NC1=NC=2C=CC=CC2C2=C1N=C(N2CC2=CC=C(CNC(OCCNC(C(=C)C)=O)=O)C=C2)C2COCC2